FC=1C(=C2CN(C(C2=C(C1)F)=O)C1C(NC(CC1)=O)=O)N1CCNCC1 3-(5,7-difluoro-1-oxo-4-(piperazin-1-yl)isoindolin-2-yl)piperidine-2,6-dione